ClC=1C=2C(N=C3N(C2C=CC1)C1=CC(=CC=C1C31CCCCC1)C1CCN(CC1)CC1COC3(CN(C3)C3=CC(=C(C(=C3)F)N3C(CCCC3=O)=O)F)C1)=O (4-(7-((4-(4'-chloro-5'-oxo-5'H-spiro[cyclohexane-1,7'-indolo[1,2-a]quinazolin]-10'-yl)piperidin-1-yl)methyl)-5-oxa-2-azaspiro[3.4]octan-2-yl)-2,6-difluorophenyl)piperidine-2,6-dione